(S)-6-isopropyl-5-(8-methoxy-[1,2,4]triazolo[1,5-a]pyridin-6-yl)-1-(1-(tetrahydro-2H-pyran-4-yl)piperidin-3-yl)-1,3-dihydro-2H-benzo[d]imidazol-2-one C(C)(C)C=1C(=CC2=C(N(C(N2)=O)[C@@H]2CN(CCC2)C2CCOCC2)C1)C=1C=C(C=2N(C1)N=CN2)OC